C(N)(OC(C)C1=C(N=C(O1)C1=CC(=C(C=C1)OC(F)F)OCC1CC1)CO)=O (1-(2-(3-(cyclopropylmethoxy)-4-(difluoromethoxy) phenyl)-4-(hydroxymethyl) oxazol-5-yl) ethyl) carbamate